(8R,9S,10S)-N-(4-methoxyphenyl)-10-(morpholin-4-ylmethyl)-9-[4-(2-phenylethynyl)phenyl]-1,6-diazabicyclo[6.2.0]decane-6-carboxamide COC1=CC=C(C=C1)NC(=O)N1CCCCN2[C@@H]([C@@H]([C@@H]2C1)C1=CC=C(C=C1)C#CC1=CC=CC=C1)CN1CCOCC1